(S)-3-(5-(4-((1-(4-(1-fluoro-7-isopentyl-3,8,9,10-tetrahydrocyclohepta[e]indazol-6-yl)phenyl)piperidin-4-yl)methyl)piperazin-1-yl)-1-oxoisoindolin-2-yl)piperidine-2,6-dione FC1=NNC=2C=CC3=C(C12)CCCC(=C3C3=CC=C(C=C3)N3CCC(CC3)CN3CCN(CC3)C=3C=C1CN(C(C1=CC3)=O)[C@@H]3C(NC(CC3)=O)=O)CCC(C)C